NC=1C=CC(=C2CN(C(C12)=O)C(C=C(C)C)=O)C1=CC=C2C=NN(C2=C1)C 7-amino-4-(1-methyl-1H-indazol-6-yl)-2-(3-methylbut-2-enoyl)-2,3-dihydro-1H-isoindol-1-one